(R)-N-(2-methyl-1-((3-methylpyridin-2-yl)oxy)propan-2-yl)-2-(pyrrolidin-2-yl)acetamide HCl salt Cl.CC(COC1=NC=CC=C1C)(C)NC(C[C@@H]1NCCC1)=O